6-(2,2-difluorocyclopropyl)-N-(8-fluoro-7-(2-hydroxypropane-2-yl)-2-(1-(piperidin-4-ylsulfonyl)piperidin-4-yl)imidazo[1,2-a]pyridin-6-yl)picolinamide FC1(C(C1)C1=CC=CC(=N1)C(=O)NC=1C(=C(C=2N(C1)C=C(N2)C2CCN(CC2)S(=O)(=O)C2CCNCC2)F)C(C)(C)O)F